C(C)(C)(C)OC(=O)N[C@H](C(=O)O)CCC(C(F)(F)F)(C)C (S)-2-((tert-butoxycarbonyl)amino)-6,6,6-trifluoro-5,5-dimethylhexanoic acid